N2-tert-butyl-N4-cyclopropyl-6-methylsulfanyl-1,3,5-triazine-2,4-diamine C(C)(C)(C)NC1=NC(=NC(=N1)NC1CC1)SC